1-(3-methoxyphenyl)-6-((5-methoxypyridin-2-yl)amino)-1,2-dihydro-3H-pyrazolo[4,3-c]pyridin-3-one COC=1C=C(C=CC1)N1NC(C=2C=NC(=CC21)NC2=NC=C(C=C2)OC)=O